4-bromo-2,5-dimethyl-pyrazole-3-carboxylic acid ethyl ester C(C)OC(=O)C=1N(N=C(C1Br)C)C